C(C)(C)(C)C1CCN(CC1)C(CCC(=O)O)=O.C(C)O[Si](CCC(F)(F)F)(OCC)OCC Triethoxy-(3,3,3-trifluoropropyl)silane 4-(4-(tert-butyl)piperidin-1-yl)-4-oxobutanoate